2-bromo-2,2-difluoro-N-(1-phenylethyl)acetamide BrC(C(=O)NC(C)C1=CC=CC=C1)(F)F